C[Si](CCOCN1C(=NC=C1)C(=O)OC)(C)C methyl 1-((2-(trimethylsilyl)ethoxy)methyl)-1H-imidazole-2-carboxylate